(E)-2-(1-(3-(3-chlorophenoxy)benzylidene)-5-fluoro-2-methyl-1H-inden-3-yl)acetic acid ClC=1C=C(OC=2C=C(\C=C\3/C(=C(C4=CC(=CC=C34)F)CC(=O)O)C)C=CC2)C=CC1